OC(CCCCCCCC(=O)OCC(CO)O)CCCCCCCCC 2,3-dihydroxypropan-1-yl 9-hydroxyoctadecanoate